3-(2,6-dichlorophenyl)-5-methyl-isoxazolecarboxamide ClC1=C(C(=CC=C1)Cl)C1(NOC(=C1)C)C(=O)N